allyl 2-[1-[(4-methylphenyl)methyl]-5-oxopyrrolidin-2-yl]acetat CC1=CC=C(C=C1)CN1C(CCC1=O)CC(=O)OCC=C